O=C1NC[C@H]([C@H]1CCC(=O)[O-])C=C 3-((3R,4S)-2-oxo-4-vinylpyrrolidin-3-yl)propanoate